CN1CC(N(CC1)C(=O)C1=C(C=C(C=C1)NC(=O)C1CC1)C1=CN=C(S1)C(F)(F)F)C1=CC=CC=C1 N-[4-(4-methyl-2-phenylpiperazine-1-carbonyl)-3-[2-(trifluoromethyl)-1,3-thiazol-5-yl]phenyl]cyclopropanecarboxamide